CS(=O)(=O)N1CCC(CC1)NC=1N=CC2=C(N1)N(C(C(=C2)C#N)=O)C(CC)CC 2-((1-(methylsulfonyl)piperidin-4-yl)amino)-7-oxo-8-(pentan-3-yl)-7,8-dihydropyrido[2,3-d]pyrimidine-6-carbonitrile